6-(2-cyclopropylethyl)-4-[4-(1-hydroxy-1-methyl-ethyl)phenyl]-1H-pyrrolo[2,3-c]pyridin-7-one C1(CC1)CCN1C(C2=C(C(=C1)C1=CC=C(C=C1)C(C)(C)O)C=CN2)=O